2,6-bis(2-ethyloxyphenyl)-4-(4-bis(4-tert-butylphenyl)aminophenyl)pyridine C(C)OC1=C(C=CC=C1)C1=NC(=CC(=C1)C1=CC=C(C=C1)N(C1=CC=C(C=C1)C(C)(C)C)C1=CC=C(C=C1)C(C)(C)C)C1=C(C=CC=C1)OCC